2,5,6-trichloro-N-((4-(dimethylamino)-6-isopropylpyrimidin-5-yl)carbamoyl)nicotinamide ClC1=C(C(=O)NC(NC=2C(=NC=NC2C(C)C)N(C)C)=O)C=C(C(=N1)Cl)Cl